C(#N)C=1C=C(C=CC1F)NC(=O)N1CC=2C(=NN3C2C(CC[C@H](C3)O)(F)F)CC1 (R)-N-(3-Cyano-4-fluorophenyl)-11,11-difluoro-8-hydroxy-3,4,8,9,10,11-hexahydro-1H-pyrido[4',3':3,4]pyrazolo[1,5-a]azepine-2(7H)-carboxamide